Methyl (Z)-1-(4-hydroxybut-2-en-1-yl)-1H-1,2,4-triazole-3-carboxylate OC\C=C/CN1N=C(N=C1)C(=O)OC